2,3-dichloro-N-(1-methylcyclopropyl)pyridine-4-carboxamide ClC1=NC=CC(=C1Cl)C(=O)NC1(CC1)C